C(=O)(O)CCC1(C2=CC=CC=C2C=2C=CC=CC12)CCC(=O)O 9,9-bis[2-carboxyethyl]fluorene